ClC1=CC(=C(CNC)C=C1)[N+](=O)[O-] N-(4-chloro-2-nitrobenzyl)-N-methylamine